Cl.CNCC1C2=C(OCCC1)C=CC=C2 N-Methyl-1-(2,3,4,5-tetrahydrobenzo[b]oxepin-5-yl)methanamine hydrochloride